[1,1'-biphenyl]-2-carboxylic acid methyl ester COC(=O)C=1C(=CC=CC1)C1=CC=CC=C1